[Cu].[Ag].[Pb] lead-silver-copper